FC1=C(OCCCC(=O)O)C(=CC(=C1)C1=CC=C(C2=C1CC(O2)(C)C)OC)F 4-[2,6-difluoro-4-(7-methoxy-2,2-dimethyl-2,3-dihydro-benzofuran-4-yl)-phenoxy]-butyric acid